FC1=CC=CC=2NC(=NC21)CNC2=NC(=NC=1N2N=CC1C(F)(F)F)N1CC2CCC(C1)N2C N-[(4-fluoro-1H-benzimidazol-2-yl)methyl]-2-(8-methyl-3,8-diazabicyclo[3.2.1]octan-3-yl)-8-(trifluoromethyl)pyrazolo[1,5-a][1,3,5]triazin-4-amine